C(C)OC(=O)C1=C(N=CN1C)N 4-Amino-1-methyl-1H-imidazole-5-carboxylic acid ethyl ester